O=C1NC(CCC1C1=CC(=C(C=C1)C1CCN(CC1)CC1CCC(CC1)C=1N=C2N(C=C(C(=C2)OC(C)C)C(=O)NC=2C=NN3C2N=CC=C3)C1)F)=O 2-[4-[[4-[4-(2,6-Dioxo-3-piperidinyl)-2-fluoro-phenyl]-1-piperidinyl]methyl]cyclohexyl]-7-isopropoxy-N-pyrazolo[1,5-a]pyrimidin-3-yl-imidazo[1,2-a]pyridine-6-carboxamide